2-chloro-6-(oxolan-3-yl)-5H-pyrrolo[3,4-b]pyridin-7-one ClC1=CC=C2C(=N1)C(N(C2)C2COCC2)=O